O=C(CC1=C(C2=CC=CC=C2C=C1)C(=O)N)NCC(F)(F)F [2-oxo-2-[(2,2,2-trifluoroethyl)amino]ethyl]-1-naphthalenecarboxamide